1-(Cyclopropylmethyl)-6-(3-fluoro-4-methoxy-phenyl)-3H-imidazo[4,5-b]pyridin C1(CC1)CN1CNC2=NC=C(C=C21)C2=CC(=C(C=C2)OC)F